2-(3-(Methylthio)phenylamino)-7H-pyrano[2,3-d]pyrimidin-7-one CSC=1C=C(C=CC1)NC=1N=CC2=C(N1)OC(C=C2)=O